OC1=C(C=C(C=C1)C(C)(C)CC(C)(C)C)C1=C(C=CC=C1)C1=CC=CC=2NN=NC21 2-(2-hydroxy-5-tert-octylphenyl)phenylbenzotriazole